3,5-dimethylphenoxy-ethanamine CC=1C=C(OC(C)N)C=C(C1)C